2-chloro-4-(5,5-dimethyl-1,3,2-dioxaborinan-2-yl)-6-ethyl-1-tosyl-1,6-dihydro-7H-pyrrolo[2,3-c]pyridin-7-one ClC1=CC2=C(C(N(C=C2B2OCC(CO2)(C)C)CC)=O)N1S(=O)(=O)C1=CC=C(C)C=C1